amino-3-nitrobenzoic acid NC1=C(C(=O)O)C=CC=C1[N+](=O)[O-]